4-[2-[(E,3R)-5-[3-(benzenesulfonylamino)phenyl]-3-hydroxypent-4-enoxy]phenyl]butanoic acid C1(=CC=CC=C1)S(=O)(=O)NC=1C=C(C=CC1)/C=C/[C@@H](CCOC1=C(C=CC=C1)CCCC(=O)O)O